Oxazinoindole N1=CC=C2C=CC=3C(=C12)C=CON3